1,8-bismaleimidotriethyleneglycol C1(C=CC(N1C(COCCOCC(N1C(C=CC1=O)=O)O)O)=O)=O